(4-amino-4-methyl-cyclohexyl) 4-[[4-[[2-(6-methyl-2-pyridyl)pyrimidin-4-yl]amino]pyrimidin-2-yl]amino]thiophene-2-carboxylate CC1=CC=CC(=N1)C1=NC=CC(=N1)NC1=NC(=NC=C1)NC=1C=C(SC1)C(=O)OC1CCC(CC1)(C)N